Cl.[C@@H]12CNC[C@H]2C1NC(OCC1=CC=CC=C1)=O benzyl (1R,5S,6r)-3-azabicyclo[3.1.0]hex-6-ylcarbamate, hydrochloride